allyl-diphenyl-phosphorus oxide C(C=C)P(C1=CC=CC=C1)(C1=CC=CC=C1)=O